3-(4-(2,4-dichlorophenyl)-2-methyl-oxazol-5-yl)-10-methyl-10H-phenoxazine ClC1=C(C=CC(=C1)Cl)C=1N=C(OC1C=1C=CC=2N(C3=CC=CC=C3OC2C1)C)C